NC1=C2N=CN(C2=NC(=N1)N/N=C/C1=CC(=C(C=C1)O)OCC)[C@@H]1O[C@@H]([C@H]([C@H]1O)O)CO (2R,3R,4S,5R)-2-{6-amino-2-{2-[(E)-3-ethoxy-4-hydroxybenzylidene]hydrazino}-9H-purin-9-yl}-5-(hydroxymethyl)tetrahydrofuran-3,4-diol